N,N'-bis(3,5-di-tert-butylsalicylidene)-1,2-ethylenediamine manganese (III) chloride [Cl-].[Mn+3].C(C)(C)(C)C1=C(C(C=NCCN=CC=2C(O)=C(C=C(C2)C(C)(C)C)C(C)(C)C)=CC(=C1)C(C)(C)C)O.[Cl-].[Cl-]